BrCCOCCOCCOC1=CC=C(C=C1)NC(OC(C)(C)C)=O tert-butyl (4-(2-(2-(2-bromoethoxy)ethoxy)ethoxy)phenyl)carbamate